8-(6-methoxyquinazolin-4-yl)-2,8-diazaspiro[4.5]decane-2-sulfonamide COC=1C=C2C(=NC=NC2=CC1)N1CCC2(CCN(C2)S(=O)(=O)N)CC1